Cl.ClC1=NN2C(N=CC(=C2[C@@H](C)OC)N)=N1 (R)-2-chloro-7-(1-methoxyethyl)-[1,2,4]triazolo[1,5-a]pyrimidin-6-amine hydrochloride